BrCCCN1CCCCC1 1-(3-bromopropyl)piperidine